ethyl-4-(5-(1-(tert-butoxycarbonyl)-3-methyl-1H-pyrazol-4-yl)benzo[d]oxazol-2-yl)picolinate C(C)OC(C1=NC=CC(=C1)C=1OC2=C(N1)C=C(C=C2)C=2C(=NN(C2)C(=O)OC(C)(C)C)C)=O